[C@H]12CN(C[C@H](CC1)N2)C2=NC(=NC1=C(C(=CC=C21)C2=CC(=CC1=CC=CC=C21)O)F)OCC(C(=O)OC)(C)C methyl 3-((4-((1R,5S)-3,8-diazabicyclo[3.2.1]octan-3-yl)-8-fluoro-7-(3-hydroxynaphthalen-1-yl)quinazolin-2-yl)oxy)-2,2-dimethylpropanoate